C1=CC=CC2=CC3=CC4=CC=C5C=C6C=C7C=C8C=CC=CC8=CC7=CC6=CC5=C4C=C3C=C12 Octaphene